ClC1=C(C(=C2C(=N1)N(C(=N2)[Si](C(C)C)(C(C)C)C(C)C)[C@@H]2[C@@H]1[C@H]([C@@H]3[C@H]2OC(O3)(C)C)C1)Cl)C=O 5,7-dichloro-3-((3aR,3bR,4aS,5R,5aS)-2,2-dimethylhexahydrocyclopropa[3,4]cyclopenta[1,2-d][1,3]dioxol-5-yl)-2-(triisopropylsilyl)-3H-imidazo[4,5-b]pyridine-6-carbaldehyde